COC(=O)C1=C(C(=NN1)C1C(C1)(F)F)I.O1CCC(=CC1)C1=CC=C(N)C=C1 4-(3,6-dihydro-2H-pyran-4-yl)aniline Methyl-3-(2,2-difluorocyclopropyl)-4-iodo-1H-pyrazole-5-carboxylate